FC1=C(CNC2=NC(=NC=C2C(=O)N)NC=2C=NN(C2)C)C=C(C=C1)Cl 4-[(2-fluoro-5-chlorobenzyl)amino]-2-[(1-methyl-1H-pyrazol-4-yl)amino]pyrimidin-5-carboxamide